2-bromo-(6-adamantyl)-9H-carbazole BrC1=C(C=2NC3=CC=CC=C3C2C=C1)C1C2CC3CC(CC1C3)C2